C(CCCCCCC\C=C/CCCCCC)=O (Z)-9-HEXADECENAL